4-methyl-3-propyl-1H-1,2,4-triazol-5(4H)-one CN1C(=NNC1=O)CCC